C(C1=CC=CC=C1)=NC1=CC=C(C=C1)O 4-(benzylideneamino)phenol